C(#N)CCNCCC[C@H](C(C)C)N1CC2(C1)CN(CC2)C=2N=CN=NC2OC2=C(C(=O)N(C(C)C)CC)C=C(C=C2)F (R)-2-((5-(2-(6-((2-cyanoethyl)amino)-2-methylhex-3-yl)-2,6-diazaspiro[3.4]oct-6-yl)-1,2,4-triazin-6-yl)oxy)-N-ethyl-5-fluoro-N-isopropylbenzamide